ClC=1C=C2C=C(NC2=CC1)C(=O)N1CCN(CC1)C(=O)C1=CC2=C(OC(O2)(F)F)C=C1 (5-chloro-1H-indol-2-yl)(4-(2,2-difluorobenzo[d][1,3]dioxole-5-carbonyl)piperazin-1-yl)methanone